6-phenyl-7,8-dihydronaphthalen-1-yl triflate O(S(=O)(=O)C(F)(F)F)C1=CC=CC=2C=C(CCC12)C1=CC=CC=C1